1-(3-chloro-2,4-dimethyl-5,7-dihydro-6H-pyrrolo[3,4-b]pyridin-6-yl)-2-{1-[2-(difluoromethyl)pyridin-4-yl]azetidin-3-yl}ethanone ClC=1C(=C2C(=NC1C)CN(C2)C(CC2CN(C2)C2=CC(=NC=C2)C(F)F)=O)C